C(#N)C1=C(N=C(N1C1=C(C=C(C=C1)CC(C(F)(F)F)C)OC)CC)C(=O)O 5-cyano-2-ethyl-1-(2-methoxy-4-(3,3,3-trifluoro-2-methylpropyl)phenyl)-1H-imidazole-4-carboxylic acid